FC1(CCN(CC1)C1CN(C1)C=1C=CC(=C(C(=O)O)C1)C)F 5-(3-(4,4-difluoropiperidin-1-yl)azetidin-1-yl)-2-methylbenzoic acid